FC/C=C/C(=O)N1CC2(C1)CN(CC2)C2=NC=1CC(CCC1C(=C2C#N)C2=C1C=NNC1=CC=C2C)(C)C 2-(2-((2E)-4-fluoro-2-butenoyl)-2,6-diazaspiro[3.4]octan-6-yl)-7,7-dimethyl-4-(5-methyl-1H-indazol-4-yl)-5,6,7,8-tetrahydro-3-quinolinecarbonitrile